1-(4-(3-amino-2-nitrophenyl)piperazin-1-yl)ethan-1-one NC=1C(=C(C=CC1)N1CCN(CC1)C(C)=O)[N+](=O)[O-]